N1C[C@@H](CC1)OC(=O)C1=CC=CC=N1 Pyridine-6-carboxylic acid (R)-pyrrolidin-3-yl ester